BrC=1C=C(C(=NC1)CN1CCC(CC1)C=1C(=C2CN(C(C2=CC1F)=O)C1C(NC(CC1)=O)=O)F)C 3-(5-(1-((5-bromo-3-methylpyridin-2-yl)methyl)piperidin-4-yl)-4,6-difluoro-1-oxoisoindolin-2-yl)piperidine-2,6-dione